BrC=1C(=NC=CC1F)CC1N(C(C2=CC=CC=C12)=O)CC1=CC2=C(NC(O2)=O)C=C1 6-((1-((3-bromo-4-fluoropyridin-2-yl)methyl)-3-oxoisoindolin-2-yl)methyl)benzo[d]oxazol-2(3H)-one